2-[1-[(3-fluorophenyl)methyl]-5-oxopyrrolidin-2-yl]-N-methyl-N-methylsulfonylacetamid FC=1C=C(C=CC1)CN1C(CCC1=O)CC(=O)N(S(=O)(=O)C)C